4-(3-aminophenyl)-2-(4-fluorophenyl)pyridin NC=1C=C(C=CC1)C1=CC(=NC=C1)C1=CC=C(C=C1)F